C(C1=CC=CC=C1)OC1=CC=C(C(=C1N1CC(NS1(=O)=O)=O)F)C#CC1CC12CCN(CC2)S(=O)(=O)C 5-[6-benzyloxy-2-fluoro-3-[2-(6-methylsulfonyl-6-azaspiro[2.5]octan-2-yl)ethynyl]phenyl]-1,1-dioxo-1,2,5-thiadiazolidin-3-one